Cl.O1COC2=C1C=CC(=C2)C2=C1C=C(C(=CC1=C(C1=C2C(OC1)=O)OCCCCCCN1CCN(CC1)C(=O)OCC)OC)OC ethyl 4-(6-(9-(benzo[d][1,3]dioxol-5-yl)-1,3-dihydro-6,7-dimethoxy-1-oxonaphtho[2,3-c]furan-4-yloxy)hexyl)piperazine-1-carboxylate Hydrochloride